N,N-dimethyl-monoethanolamine CN(CCO)C